N-tert-butoxycarbonyl-1,2-ethanediamine C(C)(C)(C)OC(=O)NCCN